C(C)(C)C1=C(C(=CC(=C1)C(C)C)C(C)C)S(=O)(=O)Cl 2,4,6-triisopropylbenzenesulfonyl chloride